ClC1=CC=C(C=C1)[C@H]1N(NCC1C1=CC=CC=C1)S(=O)(=O)C1=CC=C(C=C1)C(F)(F)F (S,Z)-3-(4-chlorophenyl)-4-phenyl-N'-((4-(trifluoromethyl)phenyl)sulfonyl)-4,5-dihydro-1H-pyrazole